5-(1-cyano-6,7,8,9-tetrahydro-5H-pyrido[3,4-b]Indol-4-yl)-3,6-dihydropyridine-1(2H)-carboxylic acid tert-butyl ester C(C)(C)(C)OC(=O)N1CCC=C(C1)C1=CN=C(C=2NC=3CCCCC3C21)C#N